1-(trans-4-((5-fluoro-4-(3-(2-oxopiperidin-1-yl)phenyl)pyrimidin-2-yl)amino)cyclohexane-1-carbonyl)-4-hydroxypiperidin FC=1C(=NC(=NC1)N[C@@H]1CC[C@H](CC1)C(=O)N1CCC(CC1)O)C1=CC(=CC=C1)N1C(CCCC1)=O